NC1=NC=2C=CC(=CC2C2=C1COC2)C(=O)N2[C@@H](COCC2)C=2C=NC(=CC2)C (4-amino-1,3-dihydrofuro[3,4-c]quinolin-8-yl)-[(3R)-3-(6-methyl-3-pyridinyl)morpholin-4-yl]methanone